3-[2-[(E,3R)-5-[3-[(4-Butoxyphenyl)sulfonylamino]phenyl]-3-hydroxypent-4-enoxy]phenyl]propanoic Acid C(CCC)OC1=CC=C(C=C1)S(=O)(=O)NC=1C=C(C=CC1)/C=C/[C@@H](CCOC1=C(C=CC=C1)CCC(=O)O)O